C(CCCCCCCCCCCCCCCCC)N=CN(C)C N'-octadecyl-N,N-dimethylformamidine